4-(7-bromo-9,9-dipropyl-9H-fluorene-2-yl)-N,N-diphenylaniline BrC1=CC=C2C=3C=CC(=CC3C(C2=C1)(CCC)CCC)C1=CC=C(N(C2=CC=CC=C2)C2=CC=CC=C2)C=C1